FC(OC1=NC=NC(=C1C1=NN=C(N1C)C1=C(C=CC=C1F)F)OC)F 4-(difluoromethoxy)-5-(5-(2,6-difluorophenyl)-4-methyl-4H-1,2,4-triazol-3-yl)-6-methoxypyrimidine